CN1C=CC=2C1=NC=C(C2)C(=O)NC(CC2=CC=C(C=C2)OC(F)(F)F)(C)C 1-methyl-N-(2-methyl-1-(4-(trifluoromethoxy)phenyl)propan-2-yl)-1H-pyrrolo[2,3-b]pyridine-5-carboxamide